C(C)(C)(C)OC(=O)NCCNC(=O)C1(CCC1)C(=O)OCC ethyl 1-((2-((tert-butoxycarbonyl)amino)ethyl)carbamoyl)cyclobutane-1-carboxylate